O=C1N(CCC(N1)=O)C1=NN(C2=C(C=CC=C12)C=1CCN(CC1)C(=O)OC(C)(C)C)C Tert-butyl 4-[3-(2,4-dioxo-1,3-diazinan-1-yl)-1-methylindazol-7-yl]-3,6-dihydro-2H-pyridine-1-carboxylate